p-toluenediol CC1(CC=C(C=C1)O)O